4-fluoro-1-methylpyrrolidin-1-ium trifluoroacetate FC(C(=O)[O-])(F)F.FC1CC[NH+](C1)C